Cl.N1CC(C1)NC=1N=NC(=C2C1N=CC=C2)C2=C(C=C(C=C2)C(F)(F)F)O 2-(8-(azetidin-3-ylamino)pyrido[2,3-d]pyridazin-5-yl)-5-(trifluoromethyl)phenol hydrochloride